endo-Methyl 7-acetyl-4-methyl-2-azabicyclo[2.2.2]oct-5-ene-2-carboxylate C(C)(=O)C1C2N(CC(C=C2)(C1)C)C(=O)OC